FC1=C(C(=O)Cl)C=CC(=C1)N1N=NC(=C1)C 2-fluoro-4-(4-methyl-1H-1,2,3-triazol-1-yl)benzoyl chloride